(2,5-dichloropyridin-4-yl)-5,5-dimethyl-5,6-dihydro-4H-pyrrolo[1,2-b]pyrazole ClC1=NC=C(C(=C1)C=1C=C2N(N1)CC(C2)(C)C)Cl